octahydrocyclopenta[c]pyridin C1NCCC2C1CCC2